alpha-[(tertiary butylamino)methyl]-3,5-dihydroxybenzyl alcohol C(C)(C)(C)NCC(C1=CC(=CC(=C1)O)O)O